C(C1=CC=CC=C1)(=O)C=1C=CC=C2C(N(C(NC12)=O)O)=O 8-benzoyl-3-hydroxyquinazoline-2,4(1H,3H)-dione